C(C)(C)(C)OC(=O)N1C[C@@H]([C@H](CC1)F)NC(C1=C(C=C(C(=C1)[N+](=O)[O-])N[C@@H]1[C@H](C1)C)F)=O (3S,4S)-4-fluoro-3-(2-fluoro-4-(((1S,2S)-2-methylcyclopropyl)amino)-5-nitrobenzoylamino)piperidine-1-carboxylic acid tert-butyl ester